C1(CCC1)CNC([C@H]([C@@H](C)O)N1C(C2(C1)N(CCC2)C(=O)OC(C)(C)C)=O)=O tert-butyl 2-((2S,3R)-1-((cyclobutylmethyl) amino)-3-hydroxy-1-oxobutan-2-yl)-1-oxo-2,5-diazaspiro[3.4]octane-5-carboxylate